7-(8-methoxy-2-methyl-imidazo[1,2-b]pyridazin-6-yl)-2-[(3S,4R)-3,4-difluoro-4-piperidyl]thiazolo[3,2-a]pyrimidin-5-one COC=1C=2N(N=C(C1)C=1N=C3N(C(C1)=O)C=C(S3)[C@@]3([C@H](CNCC3)F)F)C=C(N2)C